CC1=C(C=NC=C1)C=1C=C/2C(=CN1)NC(\C2=C(\C)/NC=2C=NN(C2)CCN2CCOCC2)=O (Z)-5-(4-Methylpyridin-3-yl)-3-(1-((1-(2-morpholinoethyl)-1H-pyrazol-4-yl)amino)ethylidene)-1H-pyrrolo[2,3-c]pyridin-2(3H)-one